lithium 3,5-bis(trifluoromethyl)-1,2,4-triazole salt FC(C1=NNC(=N1)C(F)(F)F)(F)F.[Li]